2-acetamido-6-[(6-bromo-3-morpholinosulfonyl-4-quinolinyl)amino]benzoic acid C(C)(=O)NC1=C(C(=O)O)C(=CC=C1)NC1=C(C=NC2=CC=C(C=C12)Br)S(=O)(=O)N1CCOCC1